9-fluoropyrido[3',4':4,5]pyrimido[1,2-a]indol-5(11H)-one FC1=CC=2CC=3N(C2C=C1)C(C1=C(N3)C=NC=C1)=O